C1(CCC1)CCC(=O)N1CCC(CC1)(O)CN1C=NC(=CC1=O)NCCN1CCCC1 3-((1-(3-Cyclobutylpropanoyl)-4-hydroxypiperidin-4-yl)methyl)-6-((2-(pyrrolidin-1-yl)ethyl)amino)pyrimidin-4(3H)-one